2-((1S,2S)-1-(4-chloro-2-cyanophenyl)-1-phenylpropan-2-yl)-5-hydroxy-N-(isoxazol-4-yl)-1-methyl-6-oxo-1,6-dihydropyrimidine-4-carboxamide ClC1=CC(=C(C=C1)[C@@H]([C@H](C)C=1N(C(C(=C(N1)C(=O)NC=1C=NOC1)O)=O)C)C1=CC=CC=C1)C#N